CC=1N=C(N=NC1C1=C(C=CC(=C1)OC(F)(F)F)O)N1CC[C@H]2[C@@H]1CN(CC2)C 2-(5-methyl-3-((3aS,7aR)-6-methyloctahydro-1H-pyrrolo[2,3-c]pyridin-1-yl)-1,2,4-triazin-6-yl)-4-(trifluoromethoxy)phenol